The molecule is the sodium salt of a benzoic acid having iodo substituents at the 2-, 4- and 6-positions and acetamido substituents at the 3- and 5-positions. It is used, often as a mixture with the meglumine salt, as an X-ray contrast medium in gastrointestinal studies, angiography, and urography. It has a role as a radioopaque medium. It is an organoiodine compound and an organic sodium salt. It contains an amidotrizoic acid anion. CC(=O)NC1=C(C(=C(C(=C1I)C(=O)[O-])I)NC(=O)C)I.[Na+]